1-bromo-4-chlorodibenzo[b,d]thiophene BrC1=CC=C(C=2SC3=C(C21)C=CC=C3)Cl